2-benzyl 1-(tert-butyl) (2S,4R)-4-(difluoromethyl)pyrrolidine-1,2-dicarboxylate FC([C@@H]1C[C@H](N(C1)C(=O)OC(C)(C)C)C(=O)OCC1=CC=CC=C1)F